CC=1C(OC(C1C)=O)O\C=C(\C(=O)OCC)/N1C=CC2=CC=CC=C12 ethyl (Z)-3-[(3,4-dimethyl-5-oxo-2H-furan-2-yl)oxy]-2-indol-1-yl-prop-2-enoate